O=C1N(C(C2=CC=CC=C12)=O)CCCCCCCCCCS(=O)(=O)Cl 10-(1,3-Dioxoisoindolin-2-yl)decane-1-sulfonyl chloride